C(C)(=O)N1CCC(CC1)C(=O)N1[C@H](COC2=C(C1)C=CC(=C2)C(=O)OC)C Methyl (S)-4-(1-acetylpiperidine-4-carbonyl)-3-methyl-2,3,4,5-tetrahydrobenzo[f][1,4]oxazepine-8-carboxylate